5-(3,5-difluorophenyl)-1,3,3,5,7-pentamethyloctahydrobenzo[c]isoxazole FC=1C=C(C=C(C1)F)C1(CC2C(N(OC2(C)C)C)C(C1)C)C